8H-pyrazolo[1,5-a]pyrrolo[3,2-e]pyrimidine N1=CC=C2N1C1=C(C=N2)C=CN1